C(C1=CC=CC=C1)(C1=CC=CC=C1)OC(C1=CC=CC=C1)(C1=CC=CC=C1)OCC1=CC(=C(C=C1)O)OC 4-((benzhydryl-oxy(benzhydryloxy))methyl)-2-methoxyphenol